(2S,4R)-4-fluoro-1-[3-(1H-imidazol-2-yl)propanoyl]-N-[(S)-phenyl[4-(propan-2-yl)phenyl]methyl]pyrrolidine-2-carboxamide F[C@@H]1C[C@H](N(C1)C(CCC=1NC=CN1)=O)C(=O)N[C@H](C1=CC=C(C=C1)C(C)C)C1=CC=CC=C1